N-(6-(2H-[1,2,3]triazolo[4,5-b]pyridin-2-yl)-5-chloropyridin-3-yl)-1-(quinolin-5-yl)-5-(trifluoromethyl)-1H-pyrazole-4-carboxamide N=1N(N=C2N=CC=CC21)C2=C(C=C(C=N2)NC(=O)C=2C=NN(C2C(F)(F)F)C2=C1C=CC=NC1=CC=C2)Cl